C[NH3+].C(C)O.C(C)O.C(C)O triethanol methyl-ammonium salt